ClC=1C=C(C(=NC1)OC)S(=O)(=O)NC1=C(C(=C(C=C1)F)C#CC=1C=NC(=NC1)Cl)F 5-chloro-N-(3-((2-chloropyrimidin-5-yl)ethynyl)-2,4-difluorophenyl)-2-methoxypyridine-3-sulfonamide